C(C(O)CO)C(C(=O)O)=C.OCC(O)CO glycerin glyceryl-acrylate